FC(OC=1C=2N(C=C(C1)C#N)C[C@]1(CCCC3=CC(=CC=C13)F)N2)F (R)-8-(difluoromethoxy)-6'-fluoro-3',4'-dihydro-2'H,3H-spiro[imidazo[1,2-a]pyridine-2,1'-naphthalene]-6-carbonitrile